N-[5-[5-cyano-2-[[(2R)-morpholin-2-yl]methoxy]phenyl]pyrazolo[1,5-a]pyridin-2-yl]cyclopropanecarboxamide C(#N)C=1C=CC(=C(C1)C1=CC=2N(C=C1)N=C(C2)NC(=O)C2CC2)OC[C@H]2CNCCO2